CC1=CC=C(C=C1)C[Se]C#N 1-methyl-4-(selenocyanomethyl)benzene